CN1CCN(CC1)CC=1C=C(C=O)C=CC1 3-((4-methylpiperazin-1-yl)methyl)benzaldehyde